C(C1=CC=CC=C1)OC(=O)N1CC(C(CC1)(F)F)C1=NC(=C(N=C1)OC)COCOC.NC1=CC(=C(C=C1Cl)S(=O)(=O)NC=1N=CSC1)F 4-amino-5-chloro-2-fluoro-N-(thiazol-4-yl)benzenesulfonamide Benzyl-4,4-difluoro-3-(5-methoxy-6-((methoxymethoxy)methyl)pyrazin-2-yl)piperidine-1-carboxylate